9-(tert-butyl)-11H-pyrazino[2,3-b]phenoxazine C(C)(C)(C)C1=CC=C2OC=3C=C4C(=CC3NC2=C1)N=CC=N4